CN1N(C(C(=C1)C=1C=C(C=CC1)C)=O)C1=NC(=NC(=C1)N1CCOCC1)OCCC=1C=NN(C1)C 1-methyl-2-(2-(2-(1-methyl-1H-pyrazol-4-yl)ethoxy)-6-morpholinopyrimidin-4-yl)-4-(m-tolyl)-1,2-dihydro-3H-pyrazol-3-one